3-(9H-carbazol-9-yl)-5'-(2,6-diphenylpyridin-4-yl)-4''-(3-methyl-9H-carbazol-9-yl)-4',6'-bis(4-(3-methyl-9H-carbazol-9-yl)phenyl)-[1,1':2',1''-terphenyl]-3'-carbonitrile C1=CC=CC=2C3=CC=CC=C3N(C12)C=1C=C(C=CC1)C1=C(C(=C(C(=C1C1=CC=C(C=C1)N1C2=CC=CC=C2C=2C=C(C=CC12)C)C1=CC(=NC(=C1)C1=CC=CC=C1)C1=CC=CC=C1)C1=CC=C(C=C1)N1C2=CC=CC=C2C=2C=C(C=CC12)C)C#N)C1=CC=C(C=C1)N1C2=CC=CC=C2C=2C=C(C=CC12)C